C(=C)N1C(C(CC1)CC)=O N-vinyl-3-ethyl-2-pyrrolidone